F[B-](F)(F)F.C(CCCCC)N1C(=[N+](C=C1)C)C 1-hexyl-2,3-dimethylimidazolium tetrafluoroborate